tert-Butyl 7-bromo-5-nitro-3,4-dihydroisoquinoline-2(1H)-carboxylate BrC1=CC(=C2CCN(CC2=C1)C(=O)OC(C)(C)C)[N+](=O)[O-]